cumylphenol barium [Ba].C(C)(C)(C1=CC=CC=C1)C1=C(C=CC=C1)O